N-t-Butoxycarbonyl-O-methyl-L-Tyrosine methyl ester COC([C@@H](NC(=O)OC(C)(C)C)CC1=CC=C(C=C1)OC)=O